FC1=C(C=CC(=C1)S(=O)(=O)C)S 2-fluoro-4-methanesulfonylbenzene-1-thiol